(R)-3-[2-[3-(4-amino-8-fluoro-quinazolin-6-yl)phenyl]ethynyl]-3-hydroxy-1-methyl-pyrrolidin-2-one NC1=NC=NC2=C(C=C(C=C12)C=1C=C(C=CC1)C#C[C@]1(C(N(CC1)C)=O)O)F